CN(C1=CC=C(C=N1)C=1C=CC(=C(C1)O)C=1N=NC(=CC1)N(C1CC(NC(C1)(C)C)(C)C)C)C 5-(6-(dimethylamino)pyridin-3-yl)-2-(6-(methyl(2,2,6,6-tetramethylpiperidin-4-yl)amino)pyridazin-3-yl)phenol